ethyl 6-(bromomethyl)-4-(4-chloro-3-fluorophenyl)-2-(thiazol-2-yl)-1,4-dihydropyrimidine-5-carboxylate BrCC1=C(C(N=C(N1)C=1SC=CN1)C1=CC(=C(C=C1)Cl)F)C(=O)OCC